BrC1=CN=C2C(=N1)N=C(O2)N[C@H]2CN(CCC2)CCO[Si](C)(C)C(C)(C)C 5-Bromo-N-[(3R)-1-[2-[tert-butyl(dimethyl)silyl]oxyethyl]-3-piperidyl]oxazolo[4,5-b]pyrazin-2-amine